The molecule is a phenolate anion obtained by deprotonation of 1-hydroxy group of methyl aklanonate. It is the major microspecies at pH 7.3 (according to Marvin v 6.2.0.). It is a conjugate base of a methyl aklanonate. CCC(=O)CC(=O)C1=C(C2=C(C=C1CC(=O)OC)C(=O)C3=C(C2=O)C(=CC=C3)O)[O-]